C(C)N1C(N(SC1=NCCCCCCNC=1C2=CC=CC=C2N=C2CCCCC12)C(C)C)=O 4-Ethyl-2-isopropyl-5-[6-(1,2,3,4-tetrahydro-acridin-9-ylamino)-hexyl-imino]-[1,2,4]thiadiazolidin-3-one